[2H]C1=C2[C@](CC([C@](C2([2H])[2H])([2H])O)([2H])[2H])([C@H]3CC[C@]4([C@H]([C@@H]3C1)CC[C@@H]4[C@H](C)CCCC(C)C)C)C Cholesterol-d6